N-(4-fluoro-3-methylphenyl)-1-naphthamide FC1=C(C=C(C=C1)NC(=O)C1=CC=CC2=CC=CC=C12)C